2-((2-cyclopropyl-4-(4-methylpiperazin-1-yl)phenyl)amino)-4-((3-(5-oxo-1,4-oxazepan-4-yl)propyl)amino)pyrimidine-5-carbonitrile C1(CC1)C1=C(C=CC(=C1)N1CCN(CC1)C)NC1=NC=C(C(=N1)NCCCN1CCOCCC1=O)C#N